C(C)(C)(C)OC(=O)C(CCC(C)N)C(=O)OC(C)(C)C Di-tert-butyl-4-aminopentanedicarboxylate